2-[3-(3,5-dimethylisoxazol-4-yl)pyrazolo[1,5-a]pyridin-5-yl]-4-ethoxy-thiazole-5-carboxylic acid CC1=NOC(=C1C=1C=NN2C1C=C(C=C2)C=2SC(=C(N2)OCC)C(=O)O)C